(S)-2-((5-(2-(6-((3-(dimethylamino)-3-oxopropyl)(methyl)amino)-2-methylhex-3-yl)-2,6-diazaspiro[3.4]oct-6-yl)-1,2,4-triazin-6-yl)oxy)-5-fluoro-N,N-diisopropylbenzamide CN(C(CCN(CCC[C@@H](C(C)C)N1CC2(C1)CN(CC2)C=2N=CN=NC2OC2=C(C(=O)N(C(C)C)C(C)C)C=C(C=C2)F)C)=O)C